(2S)-2-(3,3-diethylureido)-4-((2-fluoro-3-methoxy-2-methylpropyl)(4-(5,6,7,8-tetrahydro-1,8-naphthyridin-2-yl)butyl)amino)butanoic acid C(C)N(C(N[C@H](C(=O)O)CCN(CCCCC1=NC=2NCCCC2C=C1)CC(COC)(C)F)=O)CC